9,10-bis(n-butoxycarbonylnonyloxy)anthracene tert-Butyl-3-[4-(3,5-dimethylpyrazol-1-yl)phenyl]azetidine-1-carboxylate C(C)(C)(C)OC(=O)N1CC(C1)C1=CC=C(C=C1)N1N=C(C=C1C)C.C(CCC)OC(=O)CCCCCCCCCOC=1C2=CC=CC=C2C(=C2C=CC=CC12)OCCCCCCCCCC(=O)OCCCC